(S)-2-(tert-butoxy)-2-(7-(4-chlorophenyl)-5-methyl-2-(1-methyl-3-(1-((R)-1-methylpyrrolidin-3-yl)piperidin-4-yl)-1H-pyrazolo[4,3-b]pyridin-5-yl)benzo[d]thiazol-6-yl)acetic acid C(C)(C)(C)O[C@H](C(=O)O)C1=C(C2=C(N=C(S2)C2=CC=C3C(=N2)C(=NN3C)C3CCN(CC3)[C@H]3CN(CC3)C)C=C1C)C1=CC=C(C=C1)Cl